ClC=1C(=C(C(=O)O)C(=CC1OC)O)F 3-chloro-2-fluoro-6-hydroxy-4-methoxybenzoic acid